N-(2-(2-ethoxypyrimidin-4-yl)-1H-pyrrolo[3,2-c]pyridin-6-yl)-2-(oxetan-3-yl)acetamide C(C)OC1=NC=CC(=N1)C1=CC=2C=NC(=CC2N1)NC(CC1COC1)=O